FC1(CCN(CC1)C1=NC2=C(C=CC=C2C=C1)C)C(=O)O 4-fluoro-1-(8-methylquinolin-2-yl)piperidine-4-carboxylic acid